N-methyl-octahydroisoquinoline CN1CC2CCCCC2CC1